O[C@@]1([C@@H](CC[C@H](C1)C)C(C)C)C(=O)N[C@H](CC1=CC=C(C=C1)O)CO (1s,2s,5R)-1-hydroxy-N-[(1R)-1-(hydroxymethyl)-2-(4-hydroxyphenyl)ethyl]-2-isopropyl-5-methyl-cyclohexanecarboxamide